C(CCC)P([O-])(=O)CCCC.C(CCC)P([O-])(=O)CCCC.C(CCC)P([O-])(=O)CCCC.[Al+3] aluminum tris(dibutylphosphinate)